2-fluoro-6-amino-pyridin FC1=NC(=CC=C1)N